NC1=NC=NN2C1=C(C(=N2)C2=CC=C(C=C2)NC(C(=C)F)=O)C2=CC(=C(C=C2)OC2=NC(=CN=C2)C)F N-(4-(4-amino-5-(3-fluoro-4-((6-methylpyrazin-2-yl)oxy)phenyl)pyrazolo[5,1-f][1,2,4]triazin-6-yl)phenyl)-2-fluoroacrylamide